tert-butyl (2-(5-((S)-1-(((R)-tert-butylsulfinyl)amino)ethyl)thiophen-3-yl)benzyl)(methyl)carbamate C(C)(C)(C)[S@@](=O)N[C@@H](C)C1=CC(=CS1)C1=C(CN(C(OC(C)(C)C)=O)C)C=CC=C1